BrC1=NOC2=C(C=C1)C=CC=C2 bromobenzooxazepine